tert-butyl (R)-3-hydroxy-5-hexenoate O[C@@H](CC(=O)OC(C)(C)C)CC=C